2-(7-(3-(difluoromethoxy)-5-fluorophenyl)-4-oxo-1-((3-(trifluoromethyl)phenyl)sulfonyl)-1,2-dihydroquinazolin-3(4H)-yl)-N,N-dimethylethylsulfonamide FC(OC=1C=C(C=C(C1)F)C1=CC=C2C(N(CN(C2=C1)S(=O)(=O)C1=CC(=CC=C1)C(F)(F)F)CCS(=O)(=O)N(C)C)=O)F